vinyl-(chloromethyl)dimethoxysilane C(=C)[Si](OC)(OC)CCl